C(C1=CC=CC=C1)OCCCOCCCN1N=CC(=N1)C1=NN(C2=CC=C(C=C12)O[Si](C)(C)C(C)(C)C)C1OCCCC1 [3-[2-[3-(3-benzyloxypropoxy)propyl]triazol-4-yl]-1-tetrahydropyran-2-yl-indazol-5-yl]oxy-tert-butyl-dimethyl-silane